1-(2-chloropyrimidin-4-yl)propan-1-one ClC1=NC=CC(=N1)C(CC)=O